O(C1[C@H](O)[C@@H](O)[C@H](O)CO1)C1=CC=C(C=C1)C=CC1=CC(=CC(=C1)O)O 4-[2-(3,5-dihydroxy-phenyl)ethenyl]phenyl xylopyranoside